C1(=CC=CC=2C3=CC=CC=C3CC12)COC(=O)N[C@@H](C[Se]CC1=CC=C(C=C1)OC)C(=O)O N-fluorenylmethoxycarbonyl-3-[[(4-methoxyphenyl)methyl]seleno]-L-alanine